1,1,3,3-tetra-sec-butyldisiloxane C(C)(CC)[SiH](O[SiH](C(C)CC)C(C)CC)C(C)CC